tert-butyl (4R)-4-(1-ethyl-1-hydroxy-propyl)-2,2-dimethyl-oxazolidine-3-carboxylate C(C)C(CC)(O)[C@@H]1N(C(OC1)(C)C)C(=O)OC(C)(C)C